C(CCC)C(CCCNC(=O)OC(C)(C)C)(O)CCCC di-butyl-4-(N-t-butoxycarbonylamino)-1-butanol